FC(C(=O)O)(F)F.FC(C(=O)O)(F)F.C1N(CC12CCNCC2)C=2N=NC1=CC(=CC(=C1C2)F)C=2C=C(C=1N(N2)C=C(N1)C)C 3-(2,7-diazaspiro[3.5]nonan-2-yl)-7-(2,8-dimethylimidazo[1,2-b]pyridazin-6-yl)-5-fluorocinnoline ditrifluoroacetate